3-(2-allyloxyethoxycarbonyl)propionic acid C(C=C)OCCOC(=O)CCC(=O)O